2-((2-(benzo[d]thiazole-2-yl)quinoline-8-yl)oxy)acethydrazide gadolinium-yttrium borate B([O-])([O-])[O-].[Y+3].[Gd+3].S1C(=NC2=C1C=CC=C2)C2=NC1=C(C=CC=C1C=C2)OCC(=O)NN.B([O-])([O-])[O-]